FC1=CC=C(C=C1)C=1OC2=C(C(=CC(=C2C(C1)=O)O)O)C=1CCN(CC1)C 2-(4-fluorophenyl)-5,7-dihydroxy-8-(1-methyl-1,2,3,6-tetrahydropyridin-4-yl)-4H-chromen-4-one